8-(4-(3-(20-amino-3,6,9,12,15,18-hexaoxaicosyl)ureido)phenyl)-N-(tert-butyl)-1-(3,5-dichlorophenyl)-7-methoxy-N-methyl-1,4-dihydrochromeno[4,3-c]pyrazole-3-carboxamide NCCOCCOCCOCCOCCOCCOCCNC(NC1=CC=C(C=C1)C1=CC2=C(C=C1OC)OCC1=C2N(N=C1C(=O)N(C)C(C)(C)C)C1=CC(=CC(=C1)Cl)Cl)=O